bis(4-hydroxyphenyl)acetic acid-n-propyl ester C(CC)OC(C(C1=CC=C(C=C1)O)C1=CC=C(C=C1)O)=O